NC1=NC=C(C=C1C(=O)OCC1=CC=CC=C1)C=1C=NN(C1)CCOCC#C benzyl 2-amino-5-[1-[2-(prop-2-yn-1-yloxy)ethyl]pyrazol-4-yl]pyridine-3-carboxylate